2-((S)-2,2-di((Z)-hexadec-9-en-1-yl)-1,3-dioxolan-4-yl)ethan-1-ol C(CCCCCCC\C=C/CCCCCC)C1(OC[C@@H](O1)CCO)CCCCCCCC\C=C/CCCCCC